C(\C=C/C(=O)O)(=O)O.C(\C(\C)=C\C(=O)O)(=O)O mesaconic acid (maleate)